C(C)(C)(C)OC(=O)N1CC2(CC(C2)OC=2C=NC(=CC2)C(F)(F)F)CCC1.NC=1C=C(OCCCCCC(C)OC2=CC(=CC=C2)N)C=CC1 1,6-bis(3-aminophenoxy)heptane tert-butyl-2-{[6-(trifluoromethyl)pyridin-3-yl]oxy}-6-azaspiro[3.5]nonane-6-carboxylate